(1S,2R,3S,5R)-3-(4-chlorobenzyl)-5-((E)-6-hydrazineylidene-3,6-dihydro-9H-purin-9-yl)cyclopentane-1,2-diol ClC1=CC=C(C[C@@H]2[C@H]([C@H]([C@@H](C2)N2C=3NC=N/C(/C3N=C2)=N/N)O)O)C=C1